5-amino-4-carbamoyl-3-((3-methoxy-5-(methylcarbamoyl)phenyl)ethynyl)-1H-pyrazole-1-carboxylic acid tert-butyl ester C(C)(C)(C)OC(=O)N1N=C(C(=C1N)C(N)=O)C#CC1=CC(=CC(=C1)C(NC)=O)OC